OC12C(C=3C=CSC3N=C2N(CC1)C1=CC=C(C=C1)N1CCOCC1)=O 9-Hydroxy-12-[4-(morpholin-4-yl)phenyl]-4-thia-2,12-diazatricyclo[7.3.0.03,7]dodeca-1,3(7),5-trien-8-on